NEUROSPOREN CC(C)=CCC\C(\C)=C\CC\C(\C)=C\C=C\C(\C)=C\C=C\C=C(/C)\C=C\C=C(/C)\C=C\C=C(/C)\CCC=C(C)C